4-bromo-2-phenylpyridine BrC1=CC(=NC=C1)C1=CC=CC=C1